4-(1-(tert-Butyl)-1H-pyrazol-4-yl)-N-((4-(4-methoxy-3-methylphenyl)bicyclo[2.2.2]octan-1-yl)methyl)pyridin-2-amine C(C)(C)(C)N1N=CC(=C1)C1=CC(=NC=C1)NCC12CCC(CC1)(CC2)C2=CC(=C(C=C2)OC)C